4-(1H-indol-3-yl)-N-[(3R)-3-piperidinyl]imidazo[2,1-f][1,2,4]triazin-2-amine N1C=C(C2=CC=CC=C12)C1=NC(=NN2C1=NC=C2)N[C@H]2CNCCC2